FC1(COC2=C1C=C(C=C2)C(=O)O)F 3,3-difluoro-2,3-dihydrobenzofuran-5-carboxylic acid